(2-OXO-IMIDAZOLIDIN-1-YL)-ACETIC ACID O=C1N(CCN1)CC(=O)O